BrC=1C=CC2=C(C(=NS2)C)C1 5-bromo-3-methylbenzo[d]isothiazole